CC1=CC=CC(=N1)C1=NC2=C(N1C=1C=CC=3N(C1)C(=CN3)C(=O)NCC(=O)O)CCC2 (6-(2-(6-methylpyridin-2-yl)-5,6-dihydro-cyclopenta[d]imidazol-1(4H)-yl)imidazo[1,2-a]pyridine-3-carbonyl)glycine